C(#C)C1=C(N=C2N(C1=O)C=CC(=C2)OC)C(F)(F)F 3-ethynyl-8-methoxy-2-(trifluoromethyl)pyrido[1,2-a]pyrimidin-4-one